COC(=O)C1=CC2=C(N=C(S2)N2C(CNCC2)CO[Si](C2=CC=CC=C2)(C2=CC=CC=C2)C(C)(C)C)C(=C1)OC 2-(2-[[(tert-butyldiphenylsilyl)oxy]methyl]piperazin-1-yl)-4-methoxy-1,3-benzothiazole-6-carboxylic acid methyl ester